2-chloronaphtho[2,1-d]oxazole ClC=1OC2=C(N1)C=CC1=CC=CC=C12